FC1=CC=C(C=C1)C1(CCN(CC1)C1=NC=CC(=N1)C=1C(=NN(C1C)C)C)O 4-(4-fluorophenyl)-1-(4-(1,3,5-trimethyl-1H-pyrazol-4-yl)pyrimidin-2-yl)piperidin-4-ol